OCC=1N2CCN(C=3C=CC=C(C1)C23)C2CC(C2)NC(OC(C)(C)C)=O tert-butyl N-[3-[2-(hydroxymethyl)-1,9-diazatricyclo[6.3.1.04,12]dodeca-2,4,6,8(12)-tetraen-9-yl]cyclobutyl]carbamate